2-[6-amino-5-[8-[2-[3-(3-pyrimidin-4-ylazetidin-1-yl)prop-1-ynyl]-4-pyridinyl]-3,8-diazabicyclo[3.2.1]oct-3-yl]pyridazin-3-yl]phenol NC1=C(C=C(N=N1)C1=C(C=CC=C1)O)N1CC2CCC(C1)N2C2=CC(=NC=C2)C#CCN2CC(C2)C2=NC=NC=C2